(1S,2R,3R,5R)-3-((S)-(4-chlorophenyl)(hydroxy)methyl)-5-((E)-4-hydrazineylidene-4,7-dihydro-1H-pyrazolo[3,4-d]pyrimidin-1-yl)cyclopentane-1,2-diol ClC1=CC=C(C=C1)[C@H]([C@@H]1[C@H]([C@H]([C@@H](C1)N1N=CC\2=C1NC=N/C2=N/N)O)O)O